3,10-dihydroxyperylene-4,9-dicarboxylic acid OC=1C=CC=2C=3C=CC(=C4C(=CC=C(C5=CC=C(C1C52)C(=O)O)C43)C(=O)O)O